C(C)S(=O)(=O)C=1C(=NC(=CC1)C(C)C)C1=NC=2N(C=C1)N=C(C2)C(F)(F)F 5-(3-(ethylsulfonyl)-6-isopropylpyridin-2-yl)-2-(trifluoromethyl)pyrazolo[1,5-a]pyrimidine